difluoro bis(malonate) phosphate P(=O)(O)(O)O.C(CC(=O)O)(=O)OF.C(CC(=O)O)(=O)OF